BrC1=C(C=CC(=C1)OCCCCl)C 2-bromo-4-(3-chloropropyloxy)-1-methylbenzene